2-(2-[3-[2-(1-butyl-3,3-dimethyl-1,3-dihydro-indol-2-ylidene)-ethylidene]-2-diphenylamino-cyclopent-1-enyl]-vinyl)-3,3-dimethyl-3H-indolium hexafluorophosphate F[P-](F)(F)(F)(F)F.C(CCC)N1C(C(C2=CC=CC=C12)(C)C)=CC=C1C(=C(CC1)C=CC1=[NH+]C2=CC=CC=C2C1(C)C)N(C1=CC=CC=C1)C1=CC=CC=C1